(E)-3-(2-(Isobutylthio)-6-(trifluoromethyl)pyridin-3-yl)-N-(2-oxo-2,3-dihydro-1H-benzo[d]imidazol-4-yl)acrylamid C(C(C)C)SC1=NC(=CC=C1/C=C/C(=O)NC1=CC=CC=2NC(NC21)=O)C(F)(F)F